6-bromo-2-(4-pyridyl)-1H-benzo[de]isoquinoline-1,3(2H)-dione BrC=1C=CC=2C(N(C(C3=CC=CC1C23)=O)C2=CC=NC=C2)=O